NCCCCC1(OCCO1)C 2-(aminobutyl)-2-methyl-1,3-dioxolane